C=1(C(=CC=CC1)CC(C(=O)[O-])=C)C1=CC=CC=C1 biphenylmethacrylat